3-[4-chloro-3-(trifluoromethyl)anilino]-2-hydroxy-2-methyl-3-oxo-propionic acid ClC1=C(C=C(NC(C(C(=O)O)(C)O)=O)C=C1)C(F)(F)F